BrC1=CC=C(C=C1)C(C)(C)N 2-(4-bromophenyl)propan-2-amine